CC=1C=CC=C2C(=CN=NC12)NC1=CC(=NC=C1)NC1=CC=C(C=C1)N1CCN(CC1)C N4-(8-methylcinnolin-4-yl)-N2-[4-(4-methylpiperazin-1-yl)phenyl]pyridine-2,4-diamine